COC=1C=C(C=CC1OC)[C@@]12CCN([C@H]2C=C(CC1)OP1(OCC(CO1)(C)C)=O)C 2-[[(3aS,7aS)-3a-(3,4-dimethoxyphenyl)-1-methyl-3,4,5,7a-tetrahydro-2H-indol-6-yl]oxy]-5,5-dimethyl-1,3,2λ5-dioxaphosphinane 2-oxide